NC1=NC(=CC=2N1N=C(N2)C(C2=CC=CC=C2)O)C=2C=C(C#N)C=CC2 3-(5-amino-2-(hydroxy(phenyl)methyl)-[1,2,4]Triazolo[1,5-c]Pyrimidin-7-yl)benzonitrile